CC1=CC(=NC(=N1)N1C(CNCCC1)C)NC=1C=C2C=NNC2=CC1 N-(6-methyl-2-(2-methyl-1,4-diazepan-1-yl)pyrimidin-4-yl)-1H-indazol-5-amine